2-(4-((2-(4'-Chloro-[1,1'-biphenyl]-4-yl)cyclopropyl)amino)piperidin-1-yl)-N-hydroxypyrimidine ClC1=CC=C(C=C1)C1=CC=C(C=C1)C1C(C1)NC1CCN(CC1)C1N(C=CC=N1)O